CO[C@H]1CN2C(OC1)=C(C=N2)[S@@](=O)(NC(NC2=C1[C@@H](CCC1=CC=1CCCC21)C)=O)=N (S,6S)-6-methoxy-N-(((R)-3-methyl-1,2,3,5,6,7-hexahydro-s-indacen-4-yl)carbamoyl)-6,7-dihydro-5H-pyrazolo[5,1-b][1,3]oxazine-3-sulfonimidamide